(4-chloro-3-fluorophenyl)-4-(5-hydroxy-5-(1-methyl-3-(2-oxopropoxy)-1H-pyrazol-5-yl)-1,3a,4,5,6,6a-hexahydropentalen-2-yl)-1-methyl-1H-imidazole-5-carboxamide ClC1=C(C=C(C=C1)C=1N(C(=C(N1)C=1CC2CC(CC2C1)(C1=CC(=NN1C)OCC(C)=O)O)C(=O)N)C)F